1-[6-bromoimidazo[1,5-a]pyridin-1-yl]-1,2,3,4-tetrazole BrC=1C=CC=2N(C1)C=NC2N2N=NN=C2